N1N=NC=C1C(=O)N1CC2CCC(C1)N2S(=O)(=O)C2=CC=C(C=C2)OC(F)(F)F 1H-1,2,3-triazol-5-yl-[8-{[4-(trifluoromethoxy)phenyl]sulfonyl}-3,8-diazabicyclo[3.2.1]oct-3-yl]methanone